5-[(1R)-1-(3,5-dichloro-4-pyridyl)ethoxy]-3-(5,6-difluoro-3-pyridyl)-1-tetrahydropyran-2-yl-indazole ClC=1C=NC=C(C1[C@@H](C)OC=1C=C2C(=NN(C2=CC1)C1OCCCC1)C=1C=NC(=C(C1)F)F)Cl